The molecule is a dipeptide formed from L-methionine and L-valine residues. It has a role as a metabolite. It derives from a L-methionine and a L-valine. CC(C)[C@@H](C(=O)O)NC(=O)[C@H](CCSC)N